(e)-5-(azidomethyl)-3-(4-bromo-3,5-difluoro-phenyl)-4,5-dihydroisoxazole N(=[N+]=[N-])CC1CC(=NO1)C1=CC(=C(C(=C1)F)Br)F